C[C@@](CC)(C(=O)NC=1C=NC(=CC1)OC1=CC(=C(C=C1)C)OC)NC(OC(C)(C)C)=O 1,1-dimethylethyl ((1R)-1-methyl-1-{[(6-{[4-methyl-3-(methyloxy)phenyl]oxy}-3-pyridinyl)amino]carbonyl}propyl)carbamate